2-(2-chloro-4-fluoro-phenoxy)-N-(1-oxidopyridin-1-ium-3-yl)-5-(tri-fluoromethyl)-pyridine-3-carboxamide ClC1=C(OC2=NC=C(C=C2C(=O)NC=2C=[N+](C=CC2)[O-])C(F)(F)F)C=CC(=C1)F